BrCC(=O)C1=CC(=C(C=C1)Cl)F 2-Bromo-1-(4-chloro-3-fluorophenyl)ethanone